2-(2,2-difluoroethoxy)benzoic acid FC(COC1=C(C(=O)O)C=CC=C1)F